(3-{3-[(4-chlorophenoxy)methyl]-1,2,4-oxadiazol-5-yl}bicyclo[1.1.1]pentan-1-yl)-2-(3,4-dichlorophenoxy)acetamide ClC1=CC=C(OCC2=NOC(=N2)C23CC(C2)(C3)C(C(=O)N)OC3=CC(=C(C=C3)Cl)Cl)C=C1